NC1=CC=C(N=N1)C1CCN(CC1)C(=O)C1=NC=C(C(=C1)OC)OC1=CC=CC=C1 [4-(6-amino-pyridazin-3-yl)-piperidin-1-yl]-(4-methoxy-5-phenoxy-pyridin-2-yl)-methanone